ethyl 8-(1-methoxyethyl)-6-methylimidazo[1,2-a]pyridine-2-carboxylate COC(C)C=1C=2N(C=C(C1)C)C=C(N2)C(=O)OCC